CCC(CCCCCC=CC)=O Undec-9-en-3-one